(E)-6-chloro-1-(methoxymethylene)-1,2,3,4-tetrahydronaphthalene ClC=1C=C2CCC\C(\C2=CC1)=C/OC